FC(S(=O)(=O)C1=CC=CC=C1)S(=O)(=O)C1=CC=CC=C1 fluorobis-benzenesulfonylmethane